α-Phenyl-glycine C1(=CC=CC=C1)C(N)C(=O)O